F[C@]1([C@@H]([C@@H](N(C1)C(C(C)(C)O)=O)CC=1C(=C(C=CC1)C1=CC(=CC(=C1)F)F)F)NS(=O)(=O)C)C |r| rac-N-{(2S,3R,4R)-4-fluoro-1-(2-hydroxy-2-methylpropanoyl)-4-methyl-2-[(2,3',5'-trifluoro[1,1'-biphenyl]-3-yl)methyl]-pyrrolidin-3-yl}methanesulfonamide